ClC=1C=C(C=CC1)[C@H]1[C@@H]([C@H]1C)C(=O)OCC |o1:7,8,9| ethyl (1R*,2R*,3S*)-2-(3-chlorophenyl)-3-methylcyclopropane-1-carboxylate